FC1=C(C(=O)NC=2C(=NN(C(C2)=O)CC([2H])([2H])O)C2=C(C=CC=C2)C(F)(F)F)C=C(C=C1)OC(F)(F)F 2-fluoro-N-(1-(2-hydroxyethyl-2,2-d2)-6-oxo-3-(2-(trifluoromethyl)phenyl)-1,6-dihydropyridazin-4-yl)-5-(trifluoromethoxy)benzamide